1-Cyclohexyldecahydronaphthalene C1(CCCCC1)C1CCCC2CCCCC12